3-Methyl-1-(3-nitro-1-{[(CIS)-4-phenylcyclohexyl]oxy}butan-2-yl)-1,2-dihydropyridin-2-one CC=1C(N(C=CC1)C(CO[C@@H]1CC[C@@H](CC1)C1=CC=CC=C1)C(C)[N+](=O)[O-])=O